C(C=C)(=O)N1CCN(CC1)C1=NC=NC2=CC(=C(C=C12)C1=CC=C(C#N)C=C1)Cl 4-(4-(4-acryloylpiperazin-1-yl)-7-chloroquinazolin-6-yl)benzonitrile